ClC1=C(C(=O)N2CCC(CC2)C(=O)NCC2CCNCC2)C=CC(=C1)NC(=O)C=1N(C(=CN1)C1=C(C(=C(C=C1)OC)F)F)C 1-[2-chloro-4-[[5-(2,3-difluoro-4-methoxy-phenyl)-1-methyl-imidazole-2-carbonyl]amino]benzoyl]-N-(4-piperidylmethyl)piperidine-4-carboxamide